COC(=O)C=1C(=C2NC(C(NC2=C(C1)OC(F)F)C)=O)F 8-(difluoromethoxy)-5-fluoro-2-methyl-3-oxo-1,2,3,4-tetrahydroquinoxaline-6-carboxylic acid methyl ester